tert-butyl 3-[(2R)-2-[(tert-butoxycarbonyl)amino]-5-(2,3-dichloro-6-[[2-(trimethylsilyl)ethoxy]methoxy]phenyl)-5-oxopentanamido]azetidine-1-carboxylate C(C)(C)(C)OC(=O)N[C@@H](C(=O)NC1CN(C1)C(=O)OC(C)(C)C)CCC(=O)C1=C(C(=CC=C1OCOCC[Si](C)(C)C)Cl)Cl